O=C(C(CCC)OC(C1=CC=CC=C1)=O)C1=CC=CC=C1 benzoic acid 1-oxo-1-phenyl-2-pentyl ester